(R)-1-(5-((3-(difluoromethyl)-4-((tetrahydro-2H-pyran-4-yl)methyl)piperazin-1-yl)methyl)benzo[d]isoxazol-3-yl)dihydropyrimidine-2,4(1H,3H)-dione FC([C@H]1CN(CCN1CC1CCOCC1)CC=1C=CC2=C(C(=NO2)N2C(NC(CC2)=O)=O)C1)F